5,6-epoxycholestane CC(C)CCC[C@@H](C)[C@H]1CC[C@H]2[C@@H]3CC4C5(CCCC[C@]5(C)[C@H]3CC[C@]12C)O4